1-(4-(D-valyl)piperazin-1-yl)-6-benzyl-3-(((S)-1-methylpyrrolidin-2-yl)methoxy)-5,6,7,8-tetrahydro-2,6-naphthyridine-4-carbonitrile Hydrochloride Cl.N[C@H](C(C)C)C(=O)N1CCN(CC1)C1=NC(=C(C=2CN(CCC12)CC1=CC=CC=C1)C#N)OC[C@H]1N(CCC1)C